ClC=1C=C(C=CC1Cl)C(CN(C)C)NS(=O)(=O)C1=CC=C(C=C1)[C@@H]1OCCCC1 (R)-N-(1-(3,4-dichlorophenyl)-2-(dimethylamino)ethyl)-4-(tetrahydro-2H-pyran-2-yl)benzenesulfonamide